N-(4-aminobutyl)-4-aminobutyltri-n-propoxysilane NCCCCNCCCC[Si](OCCC)(OCCC)OCCC